(E)-6-(1-(1-(1-(4-(dimethylamino)but-2-enoyl)azetidine-3-carbonyl)piperidin-4-yl)-1H-pyrazol-4-yl)-4-methoxypyrazolo[1,5-a]pyridine-3-carbonitrile CN(C/C=C/C(=O)N1CC(C1)C(=O)N1CCC(CC1)N1N=CC(=C1)C=1C=C(C=2N(C1)N=CC2C#N)OC)C